C(#N)C1=CC=2N(N=C1)C(=CC2)C2=NC=C(C(=O)NC[C@H](C(C)(C)O)F)C(=C2)NC2CCC(CC2)C=2N=NN(C2)C(F)F 6-(3-Cyanopyrrolo[1,2-b]pyridazin-7-yl)-4-(((1R,4R)-4-(1-(difluoromethyl)-1H-1,2,3-triazol-4-yl)cyclohexyl)amino)-N-((R)-2-fluoro-3-hydroxy-3-methylbutyl)nicotinamide